NC[C@@H]1CC[C@H](CC1)C(=O)OC(C)(C)C tert-butyl trans-4-aminomethyl-cyclohexylcarboxylate